C1(=CC=C(C=C1)[S+](C1=CC=C(C=C1)C)C1=CC=C(C=C1)C)C tri(p-tolyl)sulfonium